1-(3-chloro-2-piperazin-1-yl-6-quinolyl)piperazin-2-one dihydrochloride Cl.Cl.ClC=1C(=NC2=CC=C(C=C2C1)N1C(CNCC1)=O)N1CCNCC1